ClC1=C(C=CC=C1)C=1N=C(SC1)NC(=O)C1=NC=C(N=C1)N1CCOCC1 N-[4-(2-chlorophenyl)thiazol-2-yl]-5-morpholino-pyrazine-2-carboxamide